ClC1=CC=C(C=C1)[C@]1(OC2=C(O1)C=CC=C2C2CCN(CC2)CC=2N(C(=CN2)/C=C(/C(=O)O)\C)C[C@H]2OCC2)C (E)-3-(2-((4-((R)-2-(4-chlorophenyl)-2-methylbenzo[d][1,3]dioxol-4-yl)piperidin-1-yl)methyl)-1-(((S)-oxetan-2-yl)methyl)-1H-imidazol-5-yl)-2-methylacrylic acid